3-(4'-chloro-[1,1'-biphenyl]-4-yl)pyridine ClC1=CC=C(C=C1)C1=CC=C(C=C1)C=1C=NC=CC1